C(CCCCCCC\C=C/C[C@H](O)CCCCCC)(=O)OCCCCCCCCCC decanol ricinoleate